chloro-5-(ethoxymethyl)-4-methylpyridazin-3-amine ClC1=C(C(=C(N=N1)N)C)COCC